FC1=C(C=C(C(=C1)C(F)(F)F)C1=NN(C=N1)C)NC(=O)N1C2C(CCCC1(C2)C=2OC(=NN2)C)C N-(2-fluoro-5-(1-methyl-1H-1,2,4-triazol-3-yl)-4-(trifluoromethyl)phenyl)-5-methyl-1-(5-methyl-1,3,4-oxadiazol-2-yl)-7-azabicyclo[4.1.1]octane-7-carboxamide